(4-bromononyl)trimethyl-ammonium bromide [Br-].BrC(CCC[N+](C)(C)C)CCCCC